C(C1=CC=CC=C1)OC=1C=C(C=CC1)[C@H]([C@@H]1N([C@H](CC1)CCC)C(=O)OC(C)(C)C)O tert-butyl (2R,5S)-2-((R)-(3-(benzyloxy)phenyl)-(hydroxy)methyl)-5-propylpyrrolidine-1-carboxylate